C1(=CC=CC=C1)C1C(=C(C2=C(C=CC=C12)C=C)C)C1=CC=CC=C1 1,2-diphenyl-3-methyl-4-vinyl-indene